(+/-)-2,4,6,8-tetramethylnonan-1-ol CC(CO)CC(CC(CC(C)C)C)C